2-N-[3-(1H-indol-4-yl)-4-methoxyphenyl]-4-N,6-dimethylpyrimidine-2,4-diamine hydrochloride Cl.N1C=CC2=C(C=CC=C12)C=1C=C(C=CC1OC)NC1=NC(=CC(=N1)NC)C